S1C=NC2=C1C(=CC=C2)S(=O)(=O)CCC(=O)N2C[C@H](N(CC2C)C2=CC=C(C=N2)C#N)C 6-[(2R)-4-[3-(1,3-benzothiazole-7-sulfonyl)propanoyl]-2,5-dimethylpiperazin-1-yl]pyridine-3-carbonitrile